2-isopropyl-6-((1,2,3,4-tetrahydroisoquinolin-6-yl)amino)-1,2-dihydro-3H-pyrazolo[3,4-d]pyrimidin-3-one hydrochloride Cl.C(C)(C)N1NC2=NC(=NC=C2C1=O)NC=1C=C2CCNCC2=CC1